C(C)(C)(C)OC(=O)N1CC(OCC1)COC1=CC=C(C=C1)C1=C(NC(C(=C1)C(N)=O)=O)C(F)(F)F 2-((4-(5-carbamoyl-6-oxo-2-(trifluoromethyl)-1,6-dihydropyridin-3-yl)phenoxy)methyl)morpholine-4-carboxylic acid tert-butyl ester